C(C)(C)(C)OC(=O)N1[C@H](CC(C1)=O)COCC1=CC=CC=C1 (2R)-2-[(Phenylmethoxy)methyl]-4-oxopyrrolidine-1-carboxylic acid tert-butyl ester